C(CCCCCCC\C=C/CCCCCCCC)(=O)O.C(CCCCCCC\C=C/CCCCCCCC)(=O)O.C(CCCCCCC\C=C/CCCCCCCC)(=O)O.C(CCCCCCC\C=C/C\C=C/CCCCC)(=O)O linoleic acid trioleate